[[2-[(2R,5S)-2-(3-chlorophenyl)-5-methyl-1-piperidyl]-2-oxo-acetyl]amino]pyridine-3-carboxamide ClC=1C=C(C=CC1)[C@@H]1N(C[C@H](CC1)C)C(C(=O)NC1=NC=CC=C1C(=O)N)=O